3-hydroxypropionic acid methyl ester COC(CCO)=O